BrC1=CC2=C(N(C(S2)=O)C)C=C1 6-bromo-3-methylbenzo[d]thiazol-2(3H)-one